europium(II) 1,4,7,10,13,16-Hexaoxacyclooctadecan iodide [I-].O1CCOCCOCCOCCOCCOCC1.[Eu+2].[I-]